CC1=CC=C(C=C1)C=1OC(=O)C2=CC=CC=C2C1C1=CC=C(C=C1)C 3,4-Bis(4-methylphenyl)isocoumarin